4-phenylbenzimidazole C1(=CC=CC=C1)C1=CC=CC=2N=CNC21